indoxyl 1,3-diacetate CC(=O)N1C=C(C2=CC=CC=C21)OC(=O)C